FC(C1=CC=C(C(=N1)NC(=O)N=[S@@](=O)(N)C=1C=NN2C1OCC(C2)(C)C)C2=CC(=NC=C2)OC)F (S)-N'-((6-(difluoromethyl)-2'-methoxy-[3,4'-bipyridin]-2-yl)carbamoyl)-6,6-dimethyl-6,7-dihydro-5H-pyrazolo[5,1-b][1,3]oxazine-3-sulfonimidamide